O[C@H]1[C@H](N(CC1)C(=O)OCC1=CC=CC=C1)C1=C(C(=CC=C1)OC)C Benzyl (2R,3R)-3-hydroxy-2-(3-methoxy-2-methyl-phenyl)pyrrolidine-1-carboxylate